F[C@@H]1[C@@H](C1)C(=O)NC1=NN2C(C=C(C=C2)C=2C(=C3C(=NC2)NC=C3F)C)=C1 (1S,2S)-2-fluoro-N-(5-(3-fluoro-4-methyl-1H-pyrrolo[2,3-b]pyridin-5-yl)pyrazolo[1,5-a]pyridin-2-yl)cyclopropane-1-carboxamide